2-(1-(4,4-dimethylcyclopent-1-en-1-yl)ethoxy)-2-methylpropan-1-ol CC1(CC=C(C1)C(C)OC(CO)(C)C)C